2-(3,5-bis(trifluoromethyl)phenyl)-3-(3-(1,1-dioxido-1,2-thiazin-2-yl)prop-1-ynyl)-6-(5-(trifluoromethyl)-2H-pyrazol-3-yl)phenol FC(C=1C=C(C=C(C1)C(F)(F)F)C1=C(C(=CC=C1C#CCN1S(C=CC=C1)(=O)=O)C=1NN=C(C1)C(F)(F)F)O)(F)F